C(CCC)C1=C(C(=C(C=C1)C(=O)O)C(=O)O)C(=O)O butylbenzenetricarboxylic acid